CC1=NC(=CC(N1)=O)N1N=C(C=C1)C(=O)N1CCC(CC1)C(F)(F)F 2-methyl-6-{3-[4-(trifluoromethyl)piperidine-1-carbonyl]-1H-pyrazol-1-yl}-3,4-dihydropyrimidin-4-one